C(CCCCCCCCCCCCCCC)(=O)NCC(=O)[O-].CNCCC(=O)OC(CCCCCCCCCCCCC)=O.[Na+] sodium myristoyl methylβ-alaninate palmitoyl-glycinate